(R)-4-((1-methyl-1H-pyrazol-4-yl)methyl)-1-((methylamino)-methyl)-N-(1-methylcyclopropyl)-5-oxo-1,2,4,5-tetrahydro-imidazo[1,2-a]quinazoline-7-sulfonamide CN1N=CC(=C1)CN1C=2N(C3=CC=C(C=C3C1=O)S(=O)(=O)NC1(CC1)C)[C@@H](CN2)CNC